C(C=C)(=O)NC1=CC(=C(C=C1)C1=C(C=2C(=NC=C(C2N1C)C#N)N)C1=CC(=C(C(=O)NC2CC2)C=C1)OC)OC 4-(2-(4-acrylamido-2-methoxyphenyl)-4-amino-7-cyano-1-methyl-1H-pyrrolo[3,2-c]pyridin-3-yl)-N-cyclopropyl-2-methoxybenzamide